4-(3-bromopropoxy)phenyl-3-(4-nitrophenyl)-2-propen-1-one BrCCCOC1=CC=C(C=C1)C(C=CC1=CC=C(C=C1)[N+](=O)[O-])=O